ClC1=CC(=C(C=C1)C1(OC2=C(O1)C=CC=C2C2CCN(CC2)CC2=NC=C(C=C2C)C2=NN=NN2)C)F 2-({4-[2-(4-chloro-2-fluorophenyl)-2-methyl-2H-1,3-benzodioxol-4-yl]piperidin-1-yl}methyl)-3-methyl-5-(1H-1,2,3,4-tetrazol-5-yl)pyridine